S(O)(O)(=O)=O.[Ti].[Fe] iron-titanium sulfuric acid